(R)-3-((3-(3,4-dimethylphenyl)-7-fluoro-1-methoxyisoquinolin-8-yl)amino)-2,3-dihydrothiophene 1,1-dioxide CC=1C=C(C=CC1C)C=1N=C(C2=C(C(=CC=C2C1)F)N[C@H]1CS(C=C1)(=O)=O)OC